butyl erucate C(CCCCCCCCCCC\C=C/CCCCCCCC)(=O)OCCCC